COC1=CC=C(C=C1)C1C(CN(C(C1)C)C(=O)O)C(=O)O (+/-)-4-(4-methoxyphenyl)-6-methylpiperidine-1,3-dicarboxylic acid